FC(C(C)NNC(C1=CC=CC=C1)=O)(F)F N'-(2,2,2-trifluoro-1-methyl-ethyl)benzoylhydrazine